ClC1=CC(=C(COC2=CC=CC(=N2)C2=CC(=C(CC3=NC4=C(N3C[C@@H](C)OC)C=C(C=C4F)C(=O)O)C=C2F)F)C=C1F)F (R)-2-(4-(6-((4-chloro-2,5-difluorobenzyl)oxy)pyridin-2-yl)-2,5-difluorobenzyl)-4-fluoro-1-(2-methoxypropyl)-1H-benzo[d]imidazole-6-carboxylic acid